C(C(=C)C)(=O)OCCCCCCCCC(CO)O 9,10-dihydroxydecyl methacrylate